4-((Tert-Butoxycarbonyl)Amino)-3-(3-Chlorobenzyl)Butanoic Acid C(C)(C)(C)OC(=O)NCC(CC(=O)O)CC1=CC(=CC=C1)Cl